(fluoromethyl)-5-methyl-7,9-dioxo-N-(2,4,6-trifluorobenzyl)-2,5,7,9-tetrahydro-1,6-methanopyrido[1,2-b][1,2,5]triazonine-10-carboxamide FCC1C=CC(N2C(C=3N(N1C2)C=C(C(C3)=O)C(=O)NCC3=C(C=C(C=C3F)F)F)=O)C